CC1(OC2=C(C1)C=C(C(=C2)[C@@H]2CO[C@@H](OC2)CNC(OCC[Si](C)(C)C)=O)[N+](=O)[O-])C Cis-2-trimethylsilylethyl N-[[5-(2,2-dimethyl-5-nitro-3H-benzofuran-6-yl)-1,3-dioxan-2-yl]methyl]carbamate